ClC=1C=C2C(CN(CC2=C(C1)Cl)C)C1=CC=C(C=C1)S(=O)(=O)N 4-(6,8-dichloro-2-methyl-1,2,3,4-tetrahydroisoquinoline-4-yl)benzenesulfonamide